C(C(C)C)N1CC(N(CC1)CC1=C2C=CNC2=C(C=C1OC)C)C1=CC=C(C(=O)O)C=C1 4-(4-isobutyl-1-((5-methoxy-7-methyl-1H-indol-4-yl)methyl)piperazin-2-yl)benzoic acid